CCCCCCCCCC(CCCCCCCCC)N nonadecan-10-amine